N-methyl-3-pyrrolidinol phosphate P(=O)(O)(O)OC1CN(CC1)C